Cl.C(C1=CC=CC=C1)N(C=C)CCCO[Si](OC)(OC)CCCN [2-(N-Benzyl-N-vinylamino)-ethyl]-3-aminopropyltrimethoxysilan Hydrogen chlorid